2-((allyloxy)methyl)hex-1-en C(C=C)OCC(=C)CCCC